ClC1=CC(=C(CN2CCN(CC2)C(=O)N2N=C(C=C2)C(=O)O)C=C1)N1CCN(CC1)C1CC1 1-(4-(4-chloro-2-(4-cyclopropylpiperazin-1-yl)benzyl)piperazine-1-carbonyl)-1H-pyrazole-3-carboxylic acid